The molecule is a monocarboxylic acid anion that is the conjugate base of nalidixic acid; major species at pH 7.3. It is a conjugate base of a nalidixic acid. CCN1C=C(C(=O)C2=C1N=C(C=C2)C)C(=O)[O-]